Cl.N1CCC(CC1)NC(=O)C1=NNC=C1 N-(piperidin-4-yl)-1H-pyrazole-3-carboxamide hydrochloride